(5-(2,4-dioxotetrahydropyrimidin-1(2H)-yl)-4-fluoropyridin-3-yl)methyl methanesulfonate CS(=O)(=O)OCC=1C=NC=C(C1F)N1C(NC(CC1)=O)=O